N-benzyl-3-phenyl-N-(trimethylsilyl)methylpropionamide C(C1=CC=CC=C1)N(C(CCC1=CC=CC=C1)=O)C[Si](C)(C)C